3-(5-((4-(4-(1,2-bis(4-hydroxyphenyl)but-1-en-1-yl)phenyl)piperazin-1-yl)methyl)-6-fluoro-1-oxoisoindolin-2-yl)piperidine-2,6-dione OC1=CC=C(C=C1)C(=C(CC)C1=CC=C(C=C1)O)C1=CC=C(C=C1)N1CCN(CC1)CC=1C=C2CN(C(C2=CC1F)=O)C1C(NC(CC1)=O)=O